NS(=O)(=O)NC1CCN(CC1)C1=C(C=CC(=C1)F)NC(=O)C=1N=C(C=2N(C1)C=CN2)C2=C(C=CC=C2OC)F N-(2-{4-[(aminosulfonyl)amino]hexahydropyridin-1-yl}-4-fluorophenyl)-8-(2-fluoro-6-methoxyphenyl)imidazo[3,2-a]pyrazine-6-carboxamide